2-Aminoethane-1-sulfonamide NCCS(=O)(=O)N